1-(5-(tert-butyl)isoxazol-3-yl)-3-(4-(7-ethoxyimidazo[1,2-a]pyridine-3-carbonyl)phenyl)urea C(C)(C)(C)C1=CC(=NO1)NC(=O)NC1=CC=C(C=C1)C(=O)C1=CN=C2N1C=CC(=C2)OCC